C(CCC)C1(CS(C2=C(N(C1)C1=CC=C(C=C1)F)C=C(C(=C2)OCC(C(=O)OC)OC)SC)(=O)=O)CCCC Methyl 3-((3,3-dibutyl-5-(4-fluorophenyl)-7-(methylthio)-1,1-dioxido-2,3,4,5-tetrahydro-1,5-benzothiazepin-8-yl)oxy)-2-methoxypropanoate